4-(3-((7-(((1,1,1,3,3,3-Hexafluoropropan-2-yl)oxy)carbonyl)-2,7-diazaspiro[3.5]nonan-2-yl)methyl)-5-(trifluoromethyl)phenyl)morpholine-3-carboxylic acid FC(C(C(F)(F)F)OC(=O)N1CCC2(CN(C2)CC=2C=C(C=C(C2)C(F)(F)F)N2C(COCC2)C(=O)O)CC1)(F)F